3-(chloromethyl)-2-methylpyridine hydrochloride Cl.ClCC=1C(=NC=CC1)C